4-cyclobutyl-5-(methoxycarbonyl)-2-methylbenzoic acid C1(CCC1)C1=CC(=C(C(=O)O)C=C1C(=O)OC)C